C(C)(C)(C)OC(NCC1=C(C2=C(N=CN2C)C(=C1)C1=CC=C(C=C1)OC(F)(F)F)C=C)=O tert-butyl-N-[[3-methyl-7-[4-(trifluoromethoxy)phenyl]-4-vinyl-benzimidazol-5-yl]methyl]carbamate